N-(5-((3-(4-chlorobenzyl)piperidin-1-yl)methyl)thiazol-2-yl)acetamide ClC1=CC=C(CC2CN(CCC2)CC2=CN=C(S2)NC(C)=O)C=C1